C(CCOCCOCCOCCOCCOCCC(=O)N)(=O)N 4,7,10,13,16-pentaoxanonadecane-1,19-diamide